NCC=1C=CC=CC1 3-(aminomethyl)benzene